N-[(1S)-1-[4-({2-chloro-7-[(1S)-1-methoxyethyl]-[1,2,4]triazolo[1,5-a]pyrimidin-6-yl}amino)phenyl]-2,2,2-trifluoroethyl]-N-methyloxolane-3-carboxamide ClC1=NN2C(N=CC(=C2[C@H](C)OC)NC2=CC=C(C=C2)[C@@H](C(F)(F)F)N(C(=O)C2COCC2)C)=N1